2-(4-bromophenyl)-4-((4-methylthiazol-5-yl)methylene)oxazol-5(4H)-one BrC1=CC=C(C=C1)C=1OC(C(N1)=CC1=C(N=CS1)C)=O